N1(CC1)C1=CC(=C2C=NNC2=C1)C=1N=NN(C1)CC1=CC=C2C=C(NC2=C1)CNCC12CC(C1)(C2)F 1-(6-((4-(6-(aziridin-1-yl)-1H-indazol-4-yl)-1H-1,2,3-Triazol-1-yl)methyl)-1H-indol-2-yl)-N-((3-fluorobicyclo[1.1.1]pentan-1-yl)methyl)methylamine